(2R,3S)-3-(1-(4-iodobenzyl)-1H-pyrazol-3-yl)-2-(2,4-difluorophenyl)-1-(1H-1,2,4-triazole-1-yl)butane-2-ol IC1=CC=C(CN2N=C(C=C2)[C@@H]([C@@](CN2N=CN=C2)(O)C2=C(C=C(C=C2)F)F)C)C=C1